FC1=C(C=C(C=C1)C(C)C)B(O)O 2-fluoro-5-isopropyl-phenyl-boronic acid